C(C1=CC=CC=C1)OC1=NC(=CC=C1N1C(N(C2=C1C=CC(=C2)Br)CC)=O)OCC2=CC=CC=C2 1-(2,6-bis(benzyloxy)pyridin-3-yl)-5-bromo-3-ethyl-1H-benzo[d]imidazol-2(3H)-one